2,6-diaminoacridine NC1=CC2=CC3=CC=C(C=C3N=C2C=C1)N